4-(Difluoromethyl)-1,1'-biphenyl FC(C1=CC=C(C=C1)C1=CC=CC=C1)F